C1(CCCCC1)OC(=O)C=1C=2C=CC=C(C2NN2C=3C=CC=CC3C3=CC=CC=C3C21)C2=CC=CC=C2 15-((Cyclohexyloxy)carbonyl)-11-phenylcinnolino[2,3-f]phenanthridin